3-triazole-4-carboxamide C1C(=NNN1)C(=O)N